C(=O)O.OC1=CC=CC=2N(C(=NC21)C)CC2=CC=C(C=C2)B(O)O 4-((4-hydroxy-2-methyl-1,3-benzodiazol-1-yl)methyl)phenylboronic acid formic acid salt